6,7-dihydro-5H-cyclopenta[2,1-d]pyrimidine N1=CN=CC2=C1CCC2